OC[C@H]1N(CCC1)C1=NN2C(C(=N1)NC=1N=CN(C1)C1=C(C(=CC=C1)O)O)=CC=C2 (S)-3-(4-((2-(2-(hydroxymethyl)pyrrolidin-1-yl)pyrrolo[2,1-f][1,2,4]triazin-4-yl)amino)-1H-imidazol-1-yl)benzene-1,2-diol